2-(4-cyclopropyl-6-methoxy-pyrimidin-5-yl)-9-[(1R)-1-[4-[1-ethyl-4-(trifluoromethyl)imidazol-2-yl]phenyl]ethyl]-7H-purin-8-imine C1(CC1)C1=NC=NC(=C1C1=NC=C2NC(N(C2=N1)[C@H](C)C1=CC=C(C=C1)C=1N(C=C(N1)C(F)(F)F)CC)=N)OC